BrC=1C2=C(N(N=C2C=CC1)[C@H]1C=C(C(=O)O)O[C@H]([C@@H]1NC(C(C)C)=O)[C@H](O)[C@H](O)CO)C#N 2,6-Anhydro-4-(4-bromo-3-cyano-2H-indazol-2-yl)-3,4,5-trideoxy-5-isobutyramido-D-glycero-D-galacto-non-2-enonic acid